N-(3-fluorobicyclo[1.1.1]pent-1-yl)-4-(1,7-diaza-7-spiro[4.4]nonyl)-5-(3,5-difluorophenyl)nicotinamide FC12CC(C1)(C2)NC(C2=CN=CC(=C2N2CC1(CCCN1)CC2)C2=CC(=CC(=C2)F)F)=O